[NH4+].[Mg+2] magnesium, ammonium salt